6-methyl-7-((6-methyl-5-(trifluoromethyl)pyridin-2-yl)oxy)-2-azaspiro[3.5]nonane CC1CC2(CNC2)CCC1OC1=NC(=C(C=C1)C(F)(F)F)C